2,2'-azanediylbis(ethane-1-thiol) N(CCS)CCS